O[C@@H]1[C@@]23[C@@H](C[C@H]4[C@@H]5CC[C@H]([C@@H]([C@H]6CC(=C(C(O6)=O)CO)C)C)[C@]5(CC[C@@H]4[C@]2(C(C=C1)=O)C)C)O3 (4β,5β,6β,22R)-4,27-Dihydroxy-5,6:22,26-diepoxyergosta-2,24-diene-1,26-di-one